N-(1-(3-fluorophenyl)cyclopropyl)-5-(5-(trifluoromethyl)-1,3,4-oxadiazol-2-yl)pyrimidin-2-amine FC=1C=C(C=CC1)C1(CC1)NC1=NC=C(C=N1)C=1OC(=NN1)C(F)(F)F